tert-Butyl 4-[methyl-[2-[7-(1-tetrahydropyran-2-ylpyrazol-4-yl)-1H-pyrrolo[2,3-c]pyridin-4-yl]thiazolo[5,4-d]thiazol-5-yl]amino]piperidine-1-carboxylate CN(C1CCN(CC1)C(=O)OC(C)(C)C)C=1SC2=C(N1)SC(=N2)C2=C1C(=C(N=C2)C=2C=NN(C2)C2OCCCC2)NC=C1